ClC1=CC(=C(CN2C(C3=CC=CC=C3C2=O)=O)C=C1Cl)O 2-(4,5-dichloro-2-hydroxybenzyl)isoindoline-1,3-dione